NC1=NC=NN2C1=C(N=C2C2CCCC2)C2=CC=C(CNC(C1=CC(=CC=C1)F)=O)C=C2 N-(4-(4-amino-7-cyclopentylimidazo[5,1-f][1,2,4]triazin-5-yl)benzyl)-3-fluorobenzamide